4-((1s,4s)-7-azabicyclo[2.2.1]Heptane-7-carbonyl)-N-(2-hydroxy-2-methylpropyl)-5-(4-(trifluoromethyl)-6-((1-(trifluoromethyl)cyclobutyl)amino)pyridin-3-yl)thiazole-2-carboxamide C12CCC(CC1)N2C(=O)C=2N=C(SC2C=2C=NC(=CC2C(F)(F)F)NC2(CCC2)C(F)(F)F)C(=O)NCC(C)(C)O